3-hexylnonyl 6-(((S)-2,3-dihydroxypropyl)amino)hexanoate O[C@@H](CNCCCCCC(=O)OCCC(CCCCCC)CCCCCC)CO